tert-butyl (2R,5R)-4-(4-chloro-1-methyl-1H-pyrazol-5-yl)-2,5-dimethylpiperazine-1-carboxylate ClC=1C=NN(C1N1C[C@H](N(C[C@H]1C)C(=O)OC(C)(C)C)C)C